2-((2,4-Difluorophenyl)amino)-4-((5-ethyl-1-methyl-4-oxo-4,5-dihydro-1H-pyrrolo[3,2-c]pyridin-3-yl)amino)-N-methylpyrimidine-5-carboxamide FC1=C(C=CC(=C1)F)NC1=NC=C(C(=N1)NC1=CN(C2=C1C(N(C=C2)CC)=O)C)C(=O)NC